3-(5-methyl-1,2,4-oxadiazol-3-yl)-N-(3-((4-methyl-5-(pent-2-yl)thiazol-2-yl)amino)-3-oxopropyl)benzamide methyl-2-(4-(2-hydroxyethyl)phenyl)-2-methylpropanoate COC(C(C)(C)C1=CC=C(C=C1)CCO)=O.CC1=NC(=NO1)C=1C=C(C(=O)NCCC(=O)NC=2SC(=C(N2)C)C(C)CCC)C=CC1